tert-butyl N-[2-({4-[4-(4-cyclopropoxy-6-methylpyridin-3-ylamino)-2,6-difluorophenoxy] quinolin-7-yl} oxy) ethyl]-N-methyl-carbamate C1(CC1)OC1=C(C=NC(=C1)C)NC1=CC(=C(OC2=CC=NC3=CC(=CC=C23)OCCN(C(OC(C)(C)C)=O)C)C(=C1)F)F